Diphenyl-(4-vinylphenyl)phosphine C1(=CC=CC=C1)P(C1=CC=C(C=C1)C=C)C1=CC=CC=C1